2'-(6-amino-5-phenylpyridin-3-yl)-N-ethyl-5',6'-dihydrospiro[pyrrolidine-3,4'-pyrrolo[1,2-b]pyrazole]-1-carboxamide NC1=C(C=C(C=N1)C=1C=C2N(N1)CCC21CN(CC1)C(=O)NCC)C1=CC=CC=C1